3-ethyl-5-(5-(methoxymethyl)-3-(m-tolyl)-1H-pyrazol-1-yl)-7-morpholino-3H-imidazo[4,5-b]pyridine-2-carbaldehyde C(C)N1C(=NC=2C1=NC(=CC2N2CCOCC2)N2N=C(C=C2COC)C=2C=C(C=CC2)C)C=O